3-({[(3S,5S)-5-fluoro-1-(pyridin-3-yl)piperidin-3-yl]amino}methyl)-1-methyl-1,4-dihydroquinolin-4-one F[C@H]1C[C@@H](CN(C1)C=1C=NC=CC1)NCC1=CN(C2=CC=CC=C2C1=O)C